COC=1C=C(C=O)C=CC1OCC=1OC2=C(N1)C(=CC=C2)C 3-methoxy-4-((4-methylbenzo[d]oxazol-2-yl)methoxy)benzaldehyde